tert-Butyl 4-(1-methoxy-1-methyl-ethyl)-2-azabicyclo[2.1.1]hexane-2-carboxylate COC(C)(C)C12CN(C(C1)C2)C(=O)OC(C)(C)C